C1=C(C=CC2=CC=CC=C12)N1C2=CC=CC=C2C=2C=C(C=CC12)B(O)O (9-(naphthalene-2-yl)-9H-carbazol-3-yl)boronic acid